ClC=1N=C(C=2N(C1)N=CC2)OC21CCC(C2)(C1)N(C(C=C)=O)C N-(4-((6-chloropyrazolo[1,5-a]pyrazin-4-yl)oxy)bicyclo[2.1.1]hexan-1-yl)-N-methylacrylamide